N-[(2S)-1-(4-aminopiperidin-1-yl)-1-oxopropan-2-yl]-2-chloro-4-[[3-[3-(trifluoromethyl)-1H-pyrazol-4-yl]imidazo[1,2-a]pyrazin-8-yl]amino]benzamide NC1CCN(CC1)C([C@H](C)NC(C1=C(C=C(C=C1)NC=1C=2N(C=CN1)C(=CN2)C=2C(=NNC2)C(F)(F)F)Cl)=O)=O